Cl.NCC1=NC=C(C=N1)C1=CC=C(C(=N1)OC)NC(=O)C1=C(N=NN1C)C1=CC=CC=C1 N-(6-(2-(Aminomethyl)pyrimidin-5-yl)-2-methoxypyridin-3-yl)-1-methyl-4-phenyl-1H-1,2,3-triazole-5-carboxamide hydrochloride